2-((1-(6-Methyl-2-(2-(oxetan-3-yl)-1-oxoisoindolin-5-yl)-4-oxo-4H-chromen-8-yl)ethyl)amino)benzoic acid CC=1C=C2C(C=C(OC2=C(C1)C(C)NC1=C(C(=O)O)C=CC=C1)C=1C=C2CN(C(C2=CC1)=O)C1COC1)=O